C(C1=CC=CC=C1)OC(=O)N1CCC(CC1)OC1CC(C1)N1CCC(CC1)I 4-[3-(4-iodo-1-piperidinyl)cyclobutoxy]piperidine-1-carboxylic acid benzyl ester